N-cyclopentyl-2-(4-ethylpiperazin-1-yl)-7-methylbenzo[d]thiazole-6-carboxamide C1(CCCC1)NC(=O)C1=C(C2=C(N=C(S2)N2CCN(CC2)CC)C=C1)C